N-(5-bromo-1-isobutyl-1H-pyrazolo[3,4-b]pyridin-3-yl)pivalamide BrC=1C=C2C(=NC1)N(N=C2NC(C(C)(C)C)=O)CC(C)C